hydrazine ammonium hydrogencarbonate C(O)([O-])=O.[NH4+].NN